6-(4-(2-(2-methoxyethyl)-2,7-diazaspiro[3.5]nonan-7-yl)phenyl)-1-methyl-2-(4-(methylsulfonyl)phenyl)-1H-imidazo[4,5-c]pyridine COCCN1CC2(C1)CCN(CC2)C2=CC=C(C=C2)C2=CC1=C(C=N2)N=C(N1C)C1=CC=C(C=C1)S(=O)(=O)C